N[C@@H](C)C=1N(C(C2=C(C=CC=C2C1)CCC(CCC)O)=O)C1=CC=CC=C1 6-(3-((S)-1-aminoethyl)-1-oxo-2-phenyl-1,2-dihydroisoquinolin-8-yl)-4-hydroxy-hexan